4,6-dihydroxy-2,3-dimethylbenzoic acid OC1=C(C(=C(C(=O)O)C(=C1)O)C)C